1-(cyclopropylmethyl)-7-methoxy-indole C1(CC1)CN1C=CC2=CC=CC(=C12)OC